(e)-2-(4-chlorobenzylidene)-1-tetralone ClC1=CC=C(\C=C/2\C(C3=CC=CC=C3CC2)=O)C=C1